4-chloro-N-(trans-3-((4-methoxy-5-(1-methyl-1H-benzo[d][1,2,3]triazol-6-yl)pyrrolo[2,1-f][1,2,4]triazin-2-yl)amino)-1-methylcyclobutyl)butanamide ClCCCC(=O)NC1(CC(C1)NC1=NN2C(C(=N1)OC)=C(C=C2)C=2C=CC1=C(N(N=N1)C)C2)C